5-[4-[6-(cyclopropylmethoxy)-2-pyridinyl]-2,6-difluoro-N-methyl-anilino]pentanoic acid C1(CC1)COC1=CC=CC(=N1)C1=CC(=C(N(C)CCCCC(=O)O)C(=C1)F)F